[Mn].[Sr].[Nd].[Sm] samarium neodymium strontium manganese